2-(1,6-Dimethylcyclohexa-2,4-dien-1-yl)benzene-1,3-diol CC1(C=CC=CC1C)C1=C(C=CC=C1O)O